N-chlorovaline ClN[C@@H](C(C)C)C(=O)O